3-Methyl-2-(1H-pyrazol-4-yl)-4-(2-(6-(trifluoromethyl)imidazo[1,2-a]pyrazin-3-yl)pyrimidin-4-yl)morpholine CC1N(CCOC1C=1C=NNC1)C1=NC(=NC=C1)C1=CN=C2N1C=C(N=C2)C(F)(F)F